COC1=C(NC2=CC(=NC=C2C(NC)=O)NC2=CC=CC=N2)C=CC=C1C1=NN(C=N1)C 6-((4-(2-methoxy-3-(1-methyl-1,2,4-triazol-3-yl)anilino)-5-(methylcarbamoyl)-2-pyridyl)amino)pyridine